C1OCC12CC(C2)OC2=CC=C(C=C2)C=2C=C(C(NC2C(F)(F)F)=O)C(=O)N 5-(4-((2-oxaspiro[3.3]heptan-6-yl)oxy)phenyl)-2-oxo-6-(trifluoromethyl)-1,2-dihydropyridine-3-carboxamide